ClC=1C=C(OC2CCC(CC2)NC(=O)C=2N=NC(=CC2)N2CCN(CC2)CC2=C(C=CC=C2)N2C(NC(CC2)=O)=O)C=CC1C#N N-((1r,4r)-4-(3-chloro-4-cyanophenoxy)cyclohexyl)-6-(4-(2-(2,4-dioxotetrahydropyrimidin-1(2H)-yl)benzyl)piperazin-1-yl)pyridazine-3-carboxamide